FC1=CC=C(C=C1)CC(NC)C=1N=NN(C1)[C@H](C(=O)N1C(CC(C1)O)C(=O)NC)C(C)(C)C 1-[(2S)-2-[4-[2-(4-fluorophenyl)-1-(methylamino)ethyl]triazol-1-yl]-3,3-dimethyl-butyryl]-4-hydroxy-N-methyl-pyrrolidine-2-carboxamide